COC(=O)[C@H]1N[C@H](CC1)C=C (2S,5R)-5-vinylpyrrolidine-2-carboxylic acid methyl ester